NC1CCC(CC1)NC1=NC2=CC=C(C=C2C=N1)C1=NN=C(S1)NS(=O)(=O)C1=C(C=CC=C1)Cl N-(5-(2-(((1r,4r)-4-aminocyclohexyl)amino)-quinazolin-6-yl)-1,3,4-thiadiazol-2-yl)-2-chloro-benzenesulfonamide